4-t-butylbenzenesulfonyl azide C(C)(C)(C)C1=CC=C(C=C1)S(=O)(=O)N=[N+]=[N-]